8-chloro-5-(2-methyl-1,1-dioxidothiomorpholino)imidazo[1,5-a]pyridine-6-carbaldehyde ClC=1C=2N(C(=C(C1)C=O)N1CC(S(CC1)(=O)=O)C)C=NC2